ethyl 2-({6-[(1,3-benzothiazol-2-yl)amino]-5-methylpyridazin-3-yl}(methyl)amino)-5-(1-methylazetidin-3-yl)-1,3-thiazole-4-carboxylate S1C(=NC2=C1C=CC=C2)NC2=C(C=C(N=N2)N(C=2SC(=C(N2)C(=O)OCC)C2CN(C2)C)C)C